NC1=C(C=C(OC2=CC(=NC=C2)C(=O)NC)C=C1)SC 4-(4-amino-3-(methylthio)phenoxy)-N-methylpyridinamide